(3S)-tert-butyl 3-methyl-6-(2-(1,2,2-trimethylpyrrolidin-3-yl)benzo[d]thiazol-5-yl)-3,4-dihydropyridine-1(2H)-carboxylate C[C@@H]1CN(C(=CC1)C=1C=CC2=C(N=C(S2)C2C(N(CC2)C)(C)C)C1)C(=O)OC(C)(C)C